Cl.C1(=CC=CC=C1)CCC(=O)O benzenepropanoic acid hydrochloride